COC=1N=CC=C2C1N(C(=C2)C(=O)OC)C methyl 7-methoxy-1-methylpyrrolo[2,3-c]pyridine-2-carboxylate